COCN1N=CC(=C1)[C@H]1CNC[C@H](O1)C (2S,6R)-2-[1-(methoxymethyl)pyrazol-4-yl]-6-methyl-morpholine